OC1C[C@H](N(O1)C(=O)OC(C)(C)C)C=1C=NC(=CC1)C tertbutyl (3S)-5-hydroxy-3-(6-methyl-3-pyridyl)isoxazolidine-2-carboxylate